O(C1=CC=CC=C1)CC1=CC=C(C=C1)CCCN1CCOCC1 N-[3-(4-phenoxymethylphenyl)propyl]morpholine